5-Cyano-6-hydroxy-2-(trifluoromethyl)pyridine-3-carboxylic acid ethyl ester C(C)OC(=O)C=1C(=NC(=C(C1)C#N)O)C(F)(F)F